5-fluoro-6-(2-methoxyphenyl)pyridine FC=1C=CC=NC1C1=C(C=CC=C1)OC